2-(2-bromoethoxy)ethyl-trimethylammonium BrCCOCC[N+](C)(C)C